(2R)-1-[(4aR,8aS)-3,4,4a,5,6,7,8,8a-octahydro-2H-quinolin-1-yl]-2-amino-3-(dimethylamino)propan-1-one N1(CCC[C@H]2CCCC[C@H]12)C([C@@H](CN(C)C)N)=O